N1=CNC2=NC=CC(=C21)C=2C=NN(C2)C2=CC=C(C=N2)C(CCC(F)(F)F)NC(C)C (6-(4-(3H-imidazo[4,5-b]pyridin-7-yl)-1H-pyrazol-1-yl)pyridin-3-yl)-4,4,4-trifluoro-N-isopropylbutan-1-amine